2-(2-chloroethyl)-5-phenyl-1,3,4-oxadiazole ClCCC=1OC(=NN1)C1=CC=CC=C1